N-(3-Methoxyphenyl)-2-[4-([1,2,4]triazolo[1,5-a]pyridin-7-yl)phenyl]acetamide COC=1C=C(C=CC1)NC(CC1=CC=C(C=C1)C1=CC=2N(C=C1)N=CN2)=O